FC1=C(C#N)C=CC=C1[C@@H]1CC[C@H]2OC3(C(N21)=O)CCN(CC3)C3=CC=NC=2N3N=CC2F 2-fluoro-3-[(5'S,7a'R)-1-(3-fluoropyrazolo[1,5-a]pyrimidin-7-yl)-3'-oxotetrahydro-3'H-spiro[piperidine-4,2'-pyrrolo[2,1-b][1,3]oxazol]-5'-yl]benzonitrile